OC1=C(C=CC(=C1)O)C=CC1=CC(=CC(=C1)O)O 2,3',4,5'-tetrahydroxystilbene